N1N=NN=C1C1=CC=C(CN2C(NC3=C2C=CC(=C3)Cl)C=3OC=CN3)C=C1 2-(1-(4-(1H-tetrazol-5-yl)benzyl)-5-chloro-2,3-dihydro-1H-benzo[d]imidazol-2-yl)oxazole